FC1(C(C1)CN1N=NC=C1C(=O)O)F 1-((2,2-difluorocyclopropyl)methyl)-1H-1,2,3-triazole-5-carboxylic acid